OCCC1CN(C(O1)=O)C1=NC2=C(OCC(N2)=O)N=C1 6-(5-(2-hydroxyethyl)-2-oxoOxazolidin-3-yl)-2H-pyrazino[2,3-b][1,4]Oxazin-3(4H)-one